C(CCCCCCCCCCCCCCCCCCCCCCCCCCCCC)(=O)OCCCCCCCCCCCCCCCC(C)C isostearyl melissate